(trans)-3-((3-(difluoromethyl)-6-(1-methyl-1H-pyrazol-4-yl)pyrazolo[1,5-a]pyrazin-4-yl)oxy)-N-methylcyclobutan-1-amine FC(C=1C=NN2C1C(=NC(=C2)C=2C=NN(C2)C)O[C@@H]2C[C@H](C2)NC)F